FC=1C(=NC=CC1)O[C@H]1C[C@]2([C@H](CN(C2)CCC2=CC=C(C=C2)O)C1)O (3aR,5R,6aS)-5-((3-fluoropyridin-2-yl)oxy)-2-(4-hydroxyphenethyl)hexahydrocyclopenta[c]pyrrol-3a(1H)-ol